IC1=C(C(=O)C=2NC=CN2)C=C(C=C1I)I 2,3,5-triiodobenzoylimidazole